CN1C(=CC=2C(=NC(=CC21)C2=CC(=C(C=C2F)N2CCN(CC2)CCCO)F)C)C2=CC=C(C=C2)S(=O)(=O)C 3-(4-(4-(1,4-Dimethyl-2-(4-(methylsulfonyl)phenyl)-1H-pyrrolo[3,2-c]pyridin-6-yl)-2,5-difluorophenyl)piperazin-1-yl)propan-1-ol